C(C)(=O)C=1C=2C3=C(N(C(C2C=C(C1)C)=O)C)N(N=C3)C3CNC3 9-acetyl-3-(azetidin-3-yl)-4,7-dimethyl-3,4-dihydro-5H-pyrazolo[3,4-C]isoquinolin-5-one